(R)-N-((R)-6-amino-1-morpholinyl-1-oxohex-2-yl)-2-((R)-2-(2-((2,3-dihydro-1H-inden-2-yl)amino)acetylamino)-3-phenylpropionylamino)-4-methylpentanamide NCCCC[C@H](C(=O)N1CCOCC1)NC([C@@H](CC(C)C)NC([C@@H](CC1=CC=CC=C1)NC(CNC1CC2=CC=CC=C2C1)=O)=O)=O